FC(C1CC2(CN(C2)C(=O)N2C[C@@H]3[C@@H](OCC(N3)=O)CC2)C1)(C=1C(=NC=C(C1)C(F)(F)F)OC)F (4aR,8aS)-6-[6-[difluoro-[2-methoxy-5-(trifluoromethyl)-3-pyridyl]methyl]-2-azaspiro[3.3]heptane-2-carbonyl]-4,4a,5,7,8,8a-hexahydropyrido[4,3-b][1,4]oxazin-3-one